C1(CCCCC1)C(C(=O)OCC=C(CCC=C(C)C)C)=O 3,7-dimethyl-2,6-octadienyl 2-cyclohexyl-2-oxoacetate